S-propyl 9,10-dioxo-9,10-dihydroanthracene-2-carbothioate O=C1C2=CC=CC=C2C(C=2C=CC(=CC12)C(SCCC)=O)=O